(2-iodophenyl)(1-tosyl-1H-pyrrol-3-yl)methanone IC1=C(C=CC=C1)C(=O)C1=CN(C=C1)S(=O)(=O)C1=CC=C(C)C=C1